C1(=CC=CC2=CC=CC=C12)OCCCC1=C(NC2=C(C=CC=C12)C=1C(=NN(C1C)C)C)C(=O)OC(C)(C)C Tert-butyl 3-(3-(naphthalen-1-yloxy)propyl)-7-(1,3,5-trimethyl-1H-pyrazol-4-yl)-1H-indole-2-carboxylate